1-(1-acetylazetidin-3-yl)-3-(3-(difluoromethoxy)phenyl)-N-(3-methyl-1,1-dioxidothietan-3-yl)-1H-pyrazolo[4,3-b]pyridine-6-carboxamide C(C)(=O)N1CC(C1)N1N=C(C2=NC=C(C=C21)C(=O)NC2(CS(C2)(=O)=O)C)C2=CC(=CC=C2)OC(F)F